n-stearoyl-L-glutamic acid CCCCCCCCCCCCCCCCCC(=O)N[C@@H](CCC(=O)O)C(=O)O